4-cyano-N,N-bis(4-methoxybenzyl)-3-(trifluoromethyl)benzenesulfonamide C(#N)C1=C(C=C(C=C1)S(=O)(=O)N(CC1=CC=C(C=C1)OC)CC1=CC=C(C=C1)OC)C(F)(F)F